7-({2-[6-(2,2,2-Trifluoroethyl)quinazolin-4-yl]-2,7-diazaspiro[3.5]non-7-yl}methyl)-2H-1,4-benzoxazin-3(4H)-one FC(CC=1C=C2C(=NC=NC2=CC1)N1CC2(C1)CCN(CC2)CC2=CC1=C(NC(CO1)=O)C=C2)(F)F